COC1=C(C=C(C=C1)C(CC1=CC(=C(C(=C1)OC)OC)OC)=O)C (4-methoxy-3-methylphenyl)-2-(3,4,5-trimethoxyphenyl)ethan-1-one